O[C@@H]([C@@H](C(=O)NCC1=NC=CC=N1)N1C(C2(C1)N(CCC2)C(C(C)C)=O)=O)C (2S,3R)-3-hydroxy-2-(5-isobutyryl-1-oxo-2,5-diazaspiro[3.4]octan-2-yl)-N-(pyrimidin-2-ylmethyl)butanamide